C(C)(C)(C)OC(=O)N1CCN(CC1)CC1=CC(=C(C=C1)N)NCC(CCCOC1=C(C=NN1C([2H])([2H])[2H])C1=NC(=CC(=C1)C(=O)OC)C)C 4-(4-amino-3-((5-((4-(4-(methoxycarbonyl)-6-methylpyridin-2-yl)-1-(methyl-d3)-1H-pyrazol-5-yl)oxy)-2-methylpentyl)amino)benzyl)piperazine-1-carboxylic acid tert-butyl ester